(S)-Isopropyl 2-((R)-((4-formyl-5-hydroxy-6-methylpyridin-3-yl)methoxy)(phenoxy)phosphorylamino)propanoate C(=O)C1=C(C=NC(=C1O)C)COC1=C(OP(=O)=N[C@H](C(=O)OC(C)C)C)C=CC=C1